[Tc].C(C)[C@@]1(C(NCCC1)=O)C=1OC(=NN1)C=1C(=NC=CC1)NC1=CC=C(C=C1)S(F)(F)(F)(F)F (3S)-3-ethyl-3-[5-[2-[4-(pentafluoro-lambda6-sulfanyl)anilino]-3-pyridyl]-1,3,4-oxadiazol-2-yl]piperidin-2-one Technetium